C(C=C)(=O)OCCCCCC[Si](O)(O)O acryloyloxyhexyltrihydroxysilane